BrC1=CN=C2N(C3=C(C(=NC2C)C2=C(C=CC=C2F)F)C(=C(C=C3)C(F)(F)F)Cl)C1C=O 2-bromo-8-chloro-7-(2,6-difluorophenyl)-5-methyl-9-(trifluoromethyl)-5H-pyrimido[1,2-a][1,4]benzodiazepineAl